ClC1=CC=C(C=N1)C(C)N1C(C=2N([C@@H](C1)C(=O)O)N=C1C2CN([C@@H](C1)C)C(C1=CC(=C(C=C1)Cl)Cl)=O)=O (3r,7s)-9-(1-(6-chloropyridin-3-yl)ethyl)-2-(3,4-dichlorobenzoyl)-3-methyl-10-oxo-1,2,3,4,7,8,9,10-octahydropyrido[4',3':3,4]Pyrazolo[1,5-a]Pyrazine-7-carboxylic acid